C(OC(C(OC1=CC=C(C=C1)N1CCNCC1)([2H])[2H])([2H])[2H])([2H])([2H])[2H] 1-[4-({2-[(2H3)methyloxy](2H4)ethyl}oxy)phenyl]piperazine